FC1=C(C(=O)O)C(=CC=C1C(F)(F)F)NC1=C(C=C(C=C1)F)C 2-fluoro-6-((4-fluoro-2-methyl-phenyl)amino)-3-(trifluorometh-yl)benzoic acid